C(C)(C)(C)N(C(O)=O)CCCC[C@@H](C1=NN=NN1)NC(CCC1=CC=C(C=C1)C1=CC=C(C=C1)CCCCNC(=O)OCC1=CC=CC=C1)=O.CC1=C(C=NC=C1)NC(C)=O N-(4-methylpyridin-3-yl)acetamide tert-butyl-(S)-(5-(3-(4'-(4-(((benzyloxy)carbonyl)amino)butyl)-[1,1'-biphenyl]-4-yl)propanamido)-5-(1H-tetrazol-5-yl)pentyl)carbamate